CC1=NOC(=C1C=1C=NC2=CC=C(N=C2C1)C=1C(=NNC1)C1=NC(=CC=C1)C)C 3,5-dimethyl-4-[6-[3-(6-methyl-2-pyridyl)-1H-pyrazol-4-yl]-1,5-naphthyridin-3-yl]isoxazole